CS(=O)(=O)O[C@H]1C[C@@H](N(CC1)C(=O)OC(C)(C)C)C t-butyl (2S,4R)-4-(methanesulfonyloxy)-2-methylpiperidine-1-carboxylate